[Si](C)(C)(C(C)(C)C)O[C@H]1C[C@@H](O[C@]1(C#C)CO[Si](C)(C)C(C)(C)C)N1C2=NC(=NC(=C2N=C1)N)F 9-((2R,4S,5R)-4-((tert-butyldimethylsilyl)oxy)-5-(((tert-butyldimethylsilyl)oxy)methyl)-5-ethynyltetrahydrofuran-2-yl)-2-fluoro-9H-purin-6-amine